butyryloxy pivalate C(C(C)(C)C)(=O)OOC(CCC)=O